Methyl 3-(((7-(pyridin-4-yl)-2,3-dihydrofuro[3,2-c]pyridin-4-yl)amino)-methyl)benzoate N1=CC=C(C=C1)C=1C2=C(C(=NC1)NCC=1C=C(C(=O)OC)C=CC1)CCO2